1,5-diethyl (2S)-2-[(6-methoxy-5-nitropyridin-2-yl)formamido]pentanedioate COC1=C(C=CC(=N1)C(=O)N[C@H](C(=O)OCC)CCC(=O)OCC)[N+](=O)[O-]